ethylthio(isopropylthio)bis(thietanylthio)tin C(C)S[Sn](SC1SCC1)(SC1SCC1)SC(C)C